2-(4-tert-Butylphenyl)-5-bromo-1H-benzo[d]imidazole C(C)(C)(C)C1=CC=C(C=C1)C1=NC2=C(N1)C=CC(=C2)Br